O=C1N(CCC(N1)=O)C1=NN(C2=CC(=C(C=C12)F)N1CCC(CC1)(O)CC(=O)O)C(C)C 2-[1-[3-(2,4-dioxohexahydropyrimidin-1-yl)-5-fluoro-1-isopropyl-indazol-6-yl]-4-hydroxy-4-piperidyl]acetic acid